4,6-dichloro-N-(4,4-difluorocyclohexyl)quinoline-3-sulfonamide ClC1=C(C=NC2=CC=C(C=C12)Cl)S(=O)(=O)NC1CCC(CC1)(F)F